ClC1=NC=CC(=N1)C1=C(C=NC=C1)OC 2-chloro-4-(3-methoxy-pyrid-4-yl)pyrimidine